8-tert-butyl-1,4-dioxaspiro[4.5]decane-2-methanamine C(C)(C)(C)C1CCC2(OCC(O2)CN)CC1